2-(4-bromo-2-methoxyphenyl)ethanesulfonamide BrC1=CC(=C(C=C1)CCS(=O)(=O)N)OC